NC1=NN2C(C=C(C=C2)C=2C=C(C(=C(C(=O)[O-])C2)C)F)=N1.[Li+] lithium 5-(2-amino-[1,2,4]triazolo[1,5-a]pyridin-7-yl)-3-fluoro-2-methylbenzoate